5-(3-chlorobenzyl)-4-methylpyridin-2-amine ClC=1C=C(CC=2C(=CC(=NC2)N)C)C=CC1